C(C)(C)(C)OC(NN1CCC2=CC=CC=C12)=O indoline-1-carbamic acid tert-butyl ester